ClC1=NC2=CC=CC=C2C(=N1)N(C)C1=C(C=CC=C1)OC 2-chloro-N-(2-methoxyphenyl)-N-methylquinazolin-4-amine